ClC1=CC(=C(N)C=C1S(=O)(=O)C)C1=NC=CC=C1 4-chloro-5-(methylsulfonyl)-2-(pyridin-2-yl)aniline